(S)-2-ALLYLPYRROLIDINE-1-SULFONAMIDE C(C=C)[C@H]1N(CCC1)S(=O)(=O)N